tert-butyl ((3R,4R)-3-hydroxy-1-(5-(trifluoromethyl)pyrimidin-2-yl)piperidin-4-yl)carbamate O[C@@H]1CN(CC[C@H]1NC(OC(C)(C)C)=O)C1=NC=C(C=N1)C(F)(F)F